C=1(O)C(O)=C(C(=CC1)CC(C(=O)O)C)CC(C(=O)O)C.C(C)C1=C(C=CC=C1)C=1C(=CC=CC1)C=1C(=CC=CC1)C1=CC=CC=C1 ethyl-quaterphenyl catecholdi-isobutyrate